NC1=NC=CC=C1C1=NC=2C(=NC=C(C2)C2=CC=CC=C2)N1C1=CC=C(CNC(C2=NC(=CC=C2)C#N)=O)C=C1 N-(4-(2-(2-Aminopyridin-3-yl)-6-phenyl-3H-imidazo[4,5-b]pyridin-3-yl)benzyl)-6-cyanopicolinamide